2-cyanoimidazo[1,2-a]pyrimidin C(#N)C=1N=C2N(C=CC=N2)C1